(1S,9S)-4-methoxy-17-methyl-5-(piperidin-1-yl)-17-azatetracyclo[7.5.3.01,10.02,7]heptadeca-2,4,6-triene COC=1C=C2[C@@]34C([C@H](CC2=CC1N1CCCCC1)N(CC4)C)CCCC3